propyl-allyl-ammonium bromide [Br-].C(CC)[NH2+]CC=C